Cl.CN(C(CN1N=CC(=C1)NC(CCOC1=C(C=CC=C1)C)=O)=O)C1=CC=C(C=C1)OC1=CC=C(C=C1)C N-(1-(2-(methyl(4-(p-tolyloxy)phenyl)amino)-2-oxoethyl)-1H-pyrazol-4-yl)-3-(o-tolyloxy)propanamide hydrochloride